tin benzodithiophene salt S1C=CC2=C1C=CC=C2.S2C=CC1=C2C=CC=C1.[Sn]